N,N-Dimethyl-1-(5-ethyl-3-methoxy-2-octadecyloxyphenyl)methanamin-N-oxid C[N+](CC1=C(C(=CC(=C1)CC)OC)OCCCCCCCCCCCCCCCCCC)(C)[O-]